CC1=C(C(=CC=C1)C)NC1=NN(C2=NC(=NC=C21)NC2=CC=C(C=C2)N2CCN(CC2)C)CCN2CCOCC2 N3-(2,6-dimethyl-phenyl)-N6-[4-(4-methyl-piperazin-1-yl)-phenyl]-1-(2-morpholin-4-yl-ethyl)-1H-pyrazolo[3,4-d]pyrimidine-3,6-diamine